3-(5-((1-ethylpiperidin-4-yl)(methyl)amino)-3-(pyrimidin-5-yl)-1H-pyrrolo[3,2-b]Pyridin-1-yl)-2,4-difluorophenyl-propane-1-sulfonamide monohydrochloride Cl.C(C)N1CCC(CC1)N(C1=CC=C2C(=N1)C(=CN2C=2C(=C(C=CC2F)C(CC)S(=O)(=O)N)F)C=2C=NC=NC2)C